OC(COC1=CC=C(C=C1)C(C)(C)C1=CC=C(C=C1)OCC(CCC)O)CCC 2,2-bis[4-(2-hydroxy-3-ethylpropoxy)phenyl]propane